(S)-4-(3-(2-(1-amino-1,3-dihydro-spiro[indene-2,4'-piperidin]-1'-yl)-1-methyl-6-oxo-1,6-dihydropyrimidin-5-yl)prop-2-yn-1-yl)-2-fluorobenzonitrile N[C@@H]1C2=CC=CC=C2CC12CCN(CC2)C=2N(C(C(=CN2)C#CCC2=CC(=C(C#N)C=C2)F)=O)C